N-(2-(3-(1-acetylpiperidin-4-yl)-5'-fluoro-1'-methyl-1H,1'H-[4,6'-biindazol]-1-yl)acetyl)-N-methylglycylglycine C(C)(=O)N1CCC(CC1)C1=NN(C=2C=CC=C(C12)C1=C(C=C2C=NN(C2=C1)C)F)CC(=O)N(CC(=O)NCC(=O)O)C